C(C1=CC=CC=C1)OC1=CC2=C(CC(N(CC2)CCO[Si](C2=CC=CC=C2)(C2=CC=CC=C2)C(C)(C)C)=O)C=C1 7-(benzyloxy)-3-(2-((tert-butyldiphenylsilyl)oxy)ethyl)-1,3,4,5-tetrahydro-2H-benzo[d]azepin-2-one